COC1=C(C=CC=C1C1=NN(C=N1)C)NC1=CC(=NC=2CCNC(C12)=C=O)NC(=O)C1CC1 N-(4-((2-methoxy-3-(1-methyl-1H-1,2,4-triazol-3-yl)phenyl)amino)-5-carbonyl-5,6,7,8-tetrahydro-1,6-naphthyridin-2-yl)cyclopropanecarboxamide